C(C)(=O)[O-].C(C1=CC(=O)NC(=O)N1)(=O)[O-].[Mg+2].C(#N)C1=CC(=CC(=N1)N1CCN(CC1)S(=O)(=O)C1=CC=C(C=C1)C1=C(C(=O)N)C=CC=C1)C(F)(F)F [4-[4-[6-cyano-4-(trifluoromethyl)-2-pyridyl]piperazin-1-yl]sulfonylphenyl]benzamide magnesium orotate acetate